ClC=1C=CC=C2C(NC(=NC12)N1C(C2=CC=C(C=C2CC1)OC)=O)C 2-(8-chloro-4-methyl-3,4-dihydroquinazolin-2-yl)-6-methoxy-3,4-dihydroisoquinolin-1-one